4-((2R,6R)-2,6-dimethylmorpholino)-6-(1H-pyrazol-5-yl)thieno[3,2-d]pyrimidin-2-amine C[C@H]1O[C@@H](CN(C1)C=1C2=C(N=C(N1)N)C=C(S2)C2=CC=NN2)C